BrC1=CC=C(CNC(=O)C2CN(C(C2)=O)CC)C=C1 N-(4-bromobenzyl)-1-ethyl-5-oxopyrrolidine-3-carboxamide